N1N=C(C=2CNCCC21)C(=O)OCC ethyl 4,5,6,7-tetrahydro-1H-pyrazolo[4,3-c]pyridine-3-carboxylate